N-((S)-(4,4-Difluorocyclohexyl)(5-((S*)-3-methyl-1-(4,4,4-trifluorobutanamido)butyl)-1H-benzo[d]imidazol-2-yl)methyl)-1-methyl-1H-pyrazole-5-carboxamide FC1(CCC(CC1)[C@H](NC(=O)C1=CC=NN1C)C1=NC2=C(N1)C=CC(=C2)[C@H](CC(C)C)NC(CCC(F)(F)F)=O)F |o1:26|